ethyl 5-(2-Fluorobenzyl)-4H-1,2,4-triazole-3-carboxylate FC1=C(CC=2NC(=NN2)C(=O)OCC)C=CC=C1